CN1N=CC(=C1)C=1N=C(C=2N(C1)N=CC2)OC=2C=C(C=NC2)NC(C#CC)=O N-(5-((6-(1-methyl-1H-pyrazol-4-yl)pyrazolo[1,5-a]pyrazin-4-yl)oxy)pyridin-3-yl)but-2-ynamide